BrC=1C=C2C3(CNCC2=CC1)CC3 6'-bromo-2',3'-dihydro-1'H-spiro[cyclopropane-1,4'-isoquinolin]